COC(C1=C(C(=C(C(=C1C)O)O)F)C1(CC1)C#N)=O 2-(1-Cyanocyclopropyl)-3-fluoro-4,5-dihydroxy-6-methylbenzoic acid methyl ester